C(C1=CC=CC=C1)C1(CCN(CC1)C1=CN=NC(=C1)C1=C(C=CC=C1)O)C(=O)N1CC2(CN(C2)CC2CCN(CC2)C2=CC=C(C=C2)[C@@H]2C(NC(CC2)=O)=O)C1 |r| rac-(3R)-3-(4-{4-[(6-{4-benzyl-1-[6-(2-hydroxyphenyl)pyridazin-4-yl]piperidine-4-carbonyl}-2,6-diazaspiro[3.3]heptan-2-yl)methyl]piperidin-1-yl}phenyl)piperidine-2,6-dione